tert-butyl (1-((3-bromophenyl)thio)-3-ethylpentan-3-yl)carbamate BrC=1C=C(C=CC1)SCCC(CC)(CC)NC(OC(C)(C)C)=O